[Cl-].O=C1N(C=NC2=CC=CC=C12)C[N+]1=CC=CC=C1 1-((4-oxoquinazolin-3(4H)-yl)methyl)-1-pyridinium chloride salt